4-[(4s,5r)-4,5-bis-(4-chloro-phenyl)-2-(2-ethoxy-phenyl)-4,5-dihydro-imidazole-1-carbonyl]-piperazin-2-one ClC1=CC=C(C=C1)[C@@H]1N=C(N([C@@H]1C1=CC=C(C=C1)Cl)C(=O)N1CC(NCC1)=O)C1=C(C=CC=C1)OCC